N-lauryl-Maleimide C(CCCCCCCCCCC)N1C(C=CC1=O)=O